O=C1NC(CCC1NC(=O)C1=C(C=C(C=C1)C1CCN(CC1)C(=O)[O-])F)=O 4-(4-((2,6-dioxopiperidin-3-yl)carbamoyl)-3-fluorophenyl)piperidine-1-carboxylate